2-[4-[4-[(2,6-dioxo-3-piperidyl)oxy]phenyl]-1-piperidyl]acetic acid O=C1NC(CCC1OC1=CC=C(C=C1)C1CCN(CC1)CC(=O)O)=O